C(C)(C)(C)OC(C[C@H](C[C@H](\C=C\C=1N(C2=CC=CC=C2C1C1=CC=C(C=C1)F)CC)O)O)=O.CC1=C(C(NC2=CC=CC=C12)=O)C(C1=CC=CC=C1)=O |o1:7,9| methylbenzoyl-quinolinone tert-butyl-rel-(3S,5R,E)-7-(1-ethyl-3-(4-fluorophenyl)-1H-indol-2-yl)-3,5-dihydroxyhept-6-enoate